C(C1=CC=CC=C1)OC(CCCCO[C@@H]1O[C@@H]([C@@H]([C@@H]([C@H]1NC(C)=O)OC(C)=O)OC(C)=O)COC(C)=O)=O 5-[(2R,3R,4R,5R,6R)-3-acetamido-4,5-diacetoxy-6-(acetoxymethyl)tetrahydro-pyran-2-yl]oxypentanoic acid benzyl ester